F[C@@H]1C[C@@]2(CCC(N2C1)=O)C(=O)OC methyl (2R,7aS)-2-fluoro-5-oxohexahydro-1H-pyrrolizine-7a-carboxylate